N-(4-cyano-2-fluorophenyl)-6,6-dimethyl-7-oxo-4,5-dihydro-1H-indole-3-sulfonamide C(#N)C1=CC(=C(C=C1)NS(=O)(=O)C1=CNC=2C(C(CCC12)(C)C)=O)F